CC1=CC(=C(C=C1)C2=N[C@@](C(=O)N2)(C)C(C)C)C(=O)OC The molecule is a methyl 2-(4-isopropyl-4-methyl-5-oxo-4,5-dihydro-1H-imidazol-2-yl)-5-methylbenzoate in which the chiral centre has S configuration. It derives from a 6-[(4S)-4-isopropyl-4-methyl-5-oxo-2-imidazolin-2-yl]-m-toluic acid. It is an enantiomer of a methyl 6-[(4R)-4-isopropyl-4-methyl-5-oxo-2-imidazolin-2-yl]-m-toluate.